1,11-bis((2-Hydroxyhexyl)thio)undecan-6-one OC(CSCCCCCC(CCCCCSCC(CCCC)O)=O)CCCC